(S)-methyl 2-((S)-2-((tert-butoxycarbonyl)amino)-3-cyclobutylpropanamido)-3-((S)-2-oxopyrrolidin-3-yl)propanoate C(C)(C)(C)OC(=O)N[C@H](C(=O)N[C@H](C(=O)OC)C[C@H]1C(NCC1)=O)CC1CCC1